CSC=1N=CC2=C(N1)N(C(=C2)C#N)C2COCC2 2-(methylthio)-7-(tetrahydrofuran-3-yl)-7H-pyrrolo[2,3-d]pyrimidine-6-carbonitrile